(S)-2-amino-6-(4-(((2-aminoethyl)(methyl)amino)methyl)-2-methoxybenzyl)-4-((1-hydroxypentan-2-yl)amino)pyrido[4,3-d]pyrimidin-5(6H)-one NC=1N=C(C2=C(N1)C=CN(C2=O)CC2=C(C=C(C=C2)CN(C)CCN)OC)N[C@H](CO)CCC